CC1(OC=2C(=NC(=CC2)C=2C(=CC(=NC2)NC(C)=O)NC2=NC(=CC(=C2)N2C[C@@H](CCC2)OCC)S(=O)(=O)C)OC1)C (R)-N-(5-(2,2-dimethyl-2,3-dihydro-[1,4]dioxino[2,3-b]pyridin-6-yl)-4-((4-(3-ethoxypiperidin-1-yl)-6-(methylsulfonyl)pyridin-2-yl)amino)pyridin-2-yl)acetamide